(6-chloro-3-methoxy-4-methylpyridin-2-yl)isoindoline-1,3-dione ClC1=CC(=C(C(=N1)N1C(C2=CC=CC=C2C1=O)=O)OC)C